tert-Butyl methyl((6-(pyrimidin-2-yl)isochroman-1-yl)methyl)carbamate CN(C(OC(C)(C)C)=O)CC1OCCC2=CC(=CC=C12)C1=NC=CC=N1